FC=1C=CC2=C(N=C(O2)[C@@H]2[C@H](C2)C(=O)OCC)C1 Ethyl (1S,2S)-2-(5-fluorobenzo[d]oxazol-2-yl)cyclopropane-1-carboxylate